7-({3-Chloro-7H-pyrrolo[2,3-c]pyridazin-7-yl}methyl)-4-methyl-4-azaspiro[2.5]octane ClC1=CC2=C(N=N1)N(C=C2)CC2CCN(C1(CC1)C2)C